bis(2,6-dimethoxy-benzoyl)-2,4,6-trimethylphenyl-phosphine oxide COC1=C(C(=O)P(C2=C(C=C(C=C2C)C)C)(C(C2=C(C=CC=C2OC)OC)=O)=O)C(=CC=C1)OC